ClC1=NC=C(C(=C1)S(=O)(=O)C)I 2-chloro-5-iodo-4-methylsulfonyl-pyridine